6-[7-fluoro-2-[(7S)-4-methyl-4-azaspiro[2.5]oct-7-yl]indazol-5-yl]-2,8-dimethyl-imidazo[1,2-B]pyridazine FC1=CC(=CC2=CN(N=C12)[C@H]1CCN(C2(CC2)C1)C)C=1C=C(C=2N(N1)C=C(N2)C)C